OC1CCC(CC1)NC(=O)C1=NC=NC=C1 N-[(1r,4r)-4-hydroxycyclohexyl]pyrimidine-4-carboxamide